3-[methyl-(4-methyl-4-methyldisulfanyl-pentanoyl)-amino-propyl]-pyridin CC(CCC=1C=NC=CC1)(N)C(CCC(C)(SSC)C)=O